COCC(COC)(C)C1CCCCC1 (1,3-dimethoxy-2-methylpropan-2-yl)cyclohexane